FC1=C(C=CC(=C1)F)C1=CC(=CC(=C1)OC)[C@H](CC(=O)[O-])NC(=O)NC=1C(N(C(=CC1[O-])C)C)=O.[Na+].[Na+] Natrium (S)-3-(2',4'-Difluoro-5-methoxybiphenyl-3-yl)-3-(3-(1,6-dimethyl-4-oxido-2-oxo-1,2-dihydropyridin-3-yl)ureido)propanoat